tert-Butyl (3-(3-(4-(5-methyl-7H-pyrrolo[2,3-d]pyrimidin-4-yl)-1,2,3,6-tetrahydropyridine-1-carboxamido)phenoxy)propyl)carbamate CC1=CNC=2N=CN=C(C21)C=2CCN(CC2)C(=O)NC=2C=C(OCCCNC(OC(C)(C)C)=O)C=CC2